CN(C)CC(C=O)=C 2-((dimethylamino)methyl)prop-2-en-1-one